3-chloro-N-(3-fluoro-2,6-diisopropylphenyl-carbamoyl)-5-(2-hydroxypropan-2-yl)benzenesulfonamide ClC=1C=C(C=C(C1)C(C)(C)O)S(=O)(=O)NC(NC1=C(C(=CC=C1C(C)C)F)C(C)C)=O